tert-butyl 3-(7-chloro-8-fluoro-2-oxo-1,2-dihydro-1,6-naphthyridin-4-yl)-3,8-diazabicyclo[3.2.1]octane-8-carboxylate ClC1=NC=C2C(=CC(NC2=C1F)=O)N1CC2CCC(C1)N2C(=O)OC(C)(C)C